ClCC1=CC=C(C=C1)C1=CC=C(C=C1)CCl bischloromethyl-biphenyl